2-(2-cyano-3-methyl-phenyl)-2,2-difluoro-acetic acid C(#N)C1=C(C=CC=C1C)C(C(=O)O)(F)F